CC1=C(C=C2C(=N1)CN(C2=O)CCNC2=NC=CC1=CC=C(C=C21)C2=NOC(=N2)C)C(=O)OCC Ethyl 2-methyl-6-(2-{[7-(5-methyl-1,2,4-oxadiazol-3-yl)isoquinolin-1-yl]amino}ethyl)-5-oxo-5H,6H,7H-pyrrolo[3,4-b]pyridine-3-carboxylate